C1CC12N(CCNC2)C=2C=C(C=CC2)CN2CCN(CC2)C(=O)OCC2=CC=CC=C2 benzyl 4-[[3-(4,7-diazaspiro[2.5]octan-4-yl)phenyl]methyl]piperazine-1-carboxylate